N1C=NC(=C1)CCNC 2-(1H-imidazol-4-yl)-N-methylethan-1-amine